C(C)(C)(C)OC(=O)N1C2CC(CC1CC2)OC2=CC(=CC(=C2)C=2SC(=CN2)C)C#N (3-Exo)-3-[3-cyano-5-(5-methyl-1,3-thiazol-2-yl)phenoxy]-8-azabicyclo[3.2.1]octane-8-carboxylic acid tert-butyl ester